COC1=CC=C(C=C1)C(OCCC(C)S)(C1=CC=CC=C1)C1=CC=C(C=C1)OC 4-(bis(4-methoxyphenyl)(phenyl)methoxy)butane-2-thiol